1-propynyl-pseudouridine C(#CC)N1C=C([C@H]2[C@H](O)[C@H](O)[C@@H](CO)O2)C(NC1=O)=O